(S)-6-chloro-3-((1-(2-(3,5-dimethylisoxazol-4-yl)-3-(4-methoxyphenyl)-7-methylquinolin-5-yl)ethyl)amino)picolinic acid ClC1=CC=C(C(=N1)C(=O)O)N[C@@H](C)C1=C2C=C(C(=NC2=CC(=C1)C)C=1C(=NOC1C)C)C1=CC=C(C=C1)OC